N=1N=C(NC1)C(=O)N 4H-1,2,4-triazole-3-formamide